CC=1C=C(C=CC1C)C=1C=CC(=[N+](C1)[O-])C(N[C@H](C)\C=C/S(=O)(=O)C)=O (R,Z)-5-(3,4-dimethylphenyl)-2-((4-(methylsulfonyl)but-3-en-2-yl)carbamoyl)pyridine 1-oxide